BrC1=CC=C(C(=C1CCO)F)Cl 2-(6-bromo-3-chloro-2-fluoro-phenyl)ethanol